2-((((9H-Fluoren-9-yl)methoxy)carbonyl)(methyl)amino)-3-(3-methoxy-4-((methylsulfonyl)carbamoyl)phenyl)propanoic acid C1=CC=CC=2C3=CC=CC=C3C(C12)COC(=O)N(C(C(=O)O)CC1=CC(=C(C=C1)C(NS(=O)(=O)C)=O)OC)C